[Cl-].C1(=C(C(=CC(=C1)C)C)N1N=C2[N+](=C1)CCC2)C 2-mesityl-2,5,6,7-tetrahydropyrrolo[2,1-C][1,2,4]triazol-4-ium chloride